[Si](C)(C)(C(C)(C)C)OC1C(COC1)NC1=CC(=CC(=C1)Br)Br 4-((tert-butyldimethylsilyl)oxy)-N-(3,5-dibromophenyl)tetrahydrofuran-3-amine